Tetradecanoic acid, sodium salt [Na+].C(CCCCCCCCCCCCC)(=O)[O-]